C(CC(C)C)(=O)OOC(CC(C)C)=O isovaleryl peroxide